FC1=CC=C(C=C1)C1(CCN(CC1)C1=CN=NC(=C1)C1=C(C=CC=C1)O)C(=O)O 4-(4-fluorophenyl)-1-[6-(2-hydroxyphenyl)pyridazin-4-yl]piperidine-4-carboxylic acid